OC1=CC=C2C(C(COC2=C1)C1=CC=C(C=C1)OC)=O 7-hydroxy-4'-methoxyisoflavanone